N1C(=CC=C1)C(=O)NCCCC1CC(C1)C(=O)OC (1S*,3R*)-methyl 3-(3-(1H-pyrrole-2-carboxamido)propyl)cyclobutanecarboxylate